3-(((3-(diethylamino)propoxy)carbonyl)oxy)tridecyl-6,6-bis(octyloxy)hexanoate C(C)N(CCCOC(=O)OC(CCOC(CCCCC(OCCCCCCCC)OCCCCCCCC)=O)CCCCCCCCCC)CC